N-(4-((2-amino-3-(1-methyl-1H-pyrazol-4-yl)pyridin-4-yl)oxy)-3-fluorophenyl)-1-(3-fluoropyridin-2-yl)-5-(trifluoromethyl)-1H-pyrazole-4-carboxamide NC1=NC=CC(=C1C=1C=NN(C1)C)OC1=C(C=C(C=C1)NC(=O)C=1C=NN(C1C(F)(F)F)C1=NC=CC=C1F)F